N[C@](C(=O)OC(C)C)(CC(C)(C)C)C1=C(C=C(C=C1)C1=NN=CN1C(F)F)F isopropyl (R)-2-amino-2-(4-(4-(difluoromethyl)-4H-1,2,4-triazol-3-yl)-2-fluorophenyl)-4,4-dimethylpentanoate